2-([1,1':3',1''-terphenyl]-4-yl)-4-chloro-6-phenyl-1,3,5-triazine C1(=CC=C(C=C1)C1=NC(=NC(=N1)Cl)C1=CC=CC=C1)C1=CC(=CC=C1)C1=CC=CC=C1